FC(C(C(F)(F)F)OC(=O)N1CCC2(C[C@H]2C(NC=2C=NC(=CC2)NS(=O)(=O)C)=O)CC1)(F)F |r| 1,1,1,3,3,3-hexafluoro-propan-2-yl-(±)-1-((6-(methylsulfon amido)pyridin-3-yl)carbamoyl)-6-azaspiro[2.5]octane-6-carboxylate